ethyl 3-ethoxy-3-oxopropanoate C(C)OC(CC(=O)OCC)=O